ClC1=CC=C(OC2=CC(=C(C=C2)C(C)(C)O)C(F)(F)F)C=C1 2-(4-(4-chlorophenoxy)-2-(trifluoromethyl)phenyl)propan-2-ol